1-(4-chlorobenzyl)-3-(6-(hydroxymethyl)spiro[3.3]hept-2-yl)urea ClC1=CC=C(CNC(=O)NC2CC3(C2)CC(C3)CO)C=C1